6-(2-(methylsulfonyl)pyrimidin-5-yl)-N-(prop-2-yn-1-yl)hexan-5-ynamide CS(=O)(=O)C1=NC=C(C=N1)C#CCCCC(=O)NCC#C